(S)-2-amino-4-((2-ethylbutyl)(2-(3-methoxybenzamido)benzyl)amino)butanoic acid N[C@H](C(=O)O)CCN(CC1=C(C=CC=C1)NC(C1=CC(=CC=C1)OC)=O)CC(CC)CC